tri(ethyl acetoacetate) aluminum [Al+3].C(C)CC(CC(=O)[O-])=O.C(C)CC(CC(=O)[O-])=O.C(C)CC(CC(=O)[O-])=O